4-(2-fluoro-6-methoxyphenyl)-2-(6-(((1r,2r)-2-hydroxycyclopentyl)amino)-4-methylpyridin-2-yl)-2,3-dihydro-1H-pyrrolo[3,4-c]pyridin-1-one FC1=C(C(=CC=C1)OC)C1=NC=CC2=C1CN(C2=O)C2=NC(=CC(=C2)C)N[C@H]2[C@@H](CCC2)O